FC1(C=2N(CC(CC1)CNC(C(F)(F)F)=O)N=C1C2CNCC1)F N-[(11,11-Difluoro-1,3,4,7,8,9,10,11-octahydro-2H-pyrido[4',3':3,4]pyrazolo[1,5-a]azepin-8-yl)methyl]-2,2,2-trifluoroacetamide